OC(CN(CCCC(=O)OCCN1CCN(CC1)CCSSCCCN(CC(CCCCCC\C=C/C\C=C/C\C=C/CC)O)CC(CCCCCC\C=C/C\C=C/C\C=C/CC)O)CC(CCCCCC\C=C/C\C=C/CCCCC)O)CCCCCC\C=C/C\C=C/CCCCC 2-(4-(2-((3-(Bis((9Z,12Z,15Z)-2-hydroxyoctadeca-9,12,15-trien-1-yl)amino)propyl)disulfaneyl)ethyl)piperazin-1-yl)ethyl 4-(bis((9Z,12Z)-2-hydroxyoctadeca-9,12-dien-1-yl)amino)butanoate